N1(C=NC2=C1C=CC=C2)[C@@H]2CC1=CC[C@H]3[C@@H]4CC=C([C@@]4(C)CC[C@@H]3[C@]1(CC2)C)N2C=NC1=C2C=CC=C1 3β-(1H-Benzimidazol-1-yl)-17-(1H-benzimidazol-1-yl)androsta-5,16-dien